2-(4,4-difluorocyclohexyl)acetyl chloride FC1(CCC(CC1)CC(=O)Cl)F